FC(/C(=C/C(=O)OCC)/CC)(F)F Ethyl (E,Z)-3-(trifluoromethyl)pent-2-enoate